3-amino-2-(3-hydroxy-2,6-dimethyl-phenyl)-6-pyridazin-4-yl-pyridine-4-carboxamide NC=1C(=NC(=CC1C(=O)N)C1=CN=NC=C1)C1=C(C(=CC=C1C)O)C